C(C)OC1=C(C(NC=2C3=C(CC(C12)C(C)C)C=C(C(=C3)OC)OCCCOC)=O)C(=O)O 4-ethoxy-5-isopropyl-9-methoxy-8-(3-methoxypropoxy)-2-oxo-1,2,5,6-tetrahydrobenzo[h]quinoline-3-carboxylic acid